C(C)(C)(C)OC1=CC=C(C[C@H](NC(OCC2C3=CC=CC=C3C=3C=CC=CC23)=O)C(N[C@H](C(N[C@H](C(=O)O)CCC(F)(F)F)=O)[C@@H](C)CC)=O)C=C1 (5S,8S,11S)-5-(4-(tert-Butoxy)benzyl)-8-((S)-sec-butyl)-1-(9H-fluoren-9-yl)-3,6,9-trioxo-11-(3,3,3-trifluoropropyl)-2-oxa-4,7,10-triazadodecan-12-oic acid